NC(C(=O)OC)C(N1CCCC1)=O methyl 2-amino-3-oxo-3-pyrrolidin-1-yl-propanoate